cis-4-fluoro-5-((5-(3-((1-methyl-1H-pyrazol-4-yl)oxy)cyclopentyl)-1H-pyrazol-3-yl)amino)-2,3-dihydrobenzo[d]isothiazole 1,1-dioxide FC1=C(C=CC2=C1CNS2(=O)=O)NC2=NNC(=C2)[C@@H]2C[C@@H](CC2)OC=2C=NN(C2)C